C(C)(=O)N1CC2(CN(C2)C=2C=CC=NC2)C1 5-(6-acetyl-2,6-diazaspiro[3.3]heptane-2-yl)pyridin